N-(7-chloro-2-methyl-3,4-dihydro-1H-isoquinolin-8-yl)-3-methyl-pyridine-2-sulfonamide ClC1=CC=C2CCN(CC2=C1NS(=O)(=O)C1=NC=CC=C1C)C